CN(C(=O)[C@@]1(OB(OC(C1)=O)[C@H](CC(C)C)NC([C@H]([C@@H](C)O)NC(C1=NC(=CC=C1)C1=CC=CC=C1)=O)=O)CC(=O)O)C 2-((R)-4-(dimethylcarbamoyl)-2-((R)-1-((2S,3R)-3-hydroxy-2-(6-phenylpicolinamido)butanamido)-3-methylbutyl)-6-oxo-1,3,2-dioxaborinan-4-yl)acetic acid